C=CCCCCC(CCCCC=C)O Tridec-1,12-dien-7-ol